CC1=NN2C(N=CC(=C2)C=2C=C3C(=CN(C3=CC2)CC(=O)N2[C@@H]3CC[C@H](C2C(NC2=NC(=CC=C2)C)=O)C3)C(=O)N)=C1 5-(2-methylpyrazolo[1,5-a]pyrimidin-6-yl)-1-(2-((1R,4S)-3-((6-methylpyridin-2-yl)carbamoyl)-2-azabicyclo[2.2.1]heptan-2-yl)-2-oxoethyl)-1H-indole-3-carboxamide